Cl.CN1CCC(CC1)C(=O)NC1=NNC2=CC=C(C=C12)C1=CC(=CC=C1)S(=O)(=O)C 1-Methyl-N-{5-[3-(methylsulfonyl)phenyl]-1H-indazol-3-yl}piperidine-4-carboxamide hydrochloride